(rac)-3-(1-cyanocyclopropyl)-N-{1-[1-(5-cyano-1,3-thiazol-2-yl)-1H-1,2,4-triazol-5-yl]ethyl}-5-(trifluoromethoxy)benzamide C(#N)C1(CC1)C=1C=C(C(=O)N[C@H](C)C2=NC=NN2C=2SC(=CN2)C#N)C=C(C1)OC(F)(F)F |r|